trans-3-(2-(((1r,4r)-4-((tert-butoxycarbonyl)amino)cyclohexyl)amino)-5-fluoropyrimidin-4-yl)benzoic acid C(C)(C)(C)OC(=O)N[C@@H]1CC[C@H](CC1)NC1=NC=C(C(=N1)C=1C=C(C(=O)O)C=CC1)F